1-(3-aminophenyl)-7-chloroquinazoline-2,4(1H,3H)-dione NC=1C=C(C=CC1)N1C(NC(C2=CC=C(C=C12)Cl)=O)=O